C(C)C1=C(C=C(C=C1)C(N[C@@H]1[C@H](C[C@H](C1)OC(F)(F)F)O)=O)C=1N=C(OC1C(=O)N)C1=CC=CC=C1 (2-ethyl-5-{[(1S,2S,4S)-2-hydroxy-4-(trifluoromethoxy)cyclopentyl]carbamoyl}phenyl)-2-phenyl-1,3-oxazole-5-carboxamide